6-(Chlorodifluoromethyl)-2-(((1-methyl-1H-1,2,4-triazol-3-yl)methoxy)methyl)-N-(1-methyl-1H-tetrazol-5-yl)nicotinamide ClC(C1=NC(=C(C(=O)NC2=NN=NN2C)C=C1)COCC1=NN(C=N1)C)(F)F